2-(dimethylamino)-N-[7-fluoro-2-(hydroxymethyl)indan-5-yl]-2-methyl-propanamide CN(C(C(=O)NC=1C=C2CC(CC2=C(C1)F)CO)(C)C)C